2-(4-chlorothiazol-2-yl)ethynyl-trimethylsilane ClC=1N=C(SC1)C#C[Si](C)(C)C